2-Isopropoxy-5-amino-N-(1-(3-(thiazol-2-yl)phenyl)ethyl)benzamide C(C)(C)OC1=C(C(=O)NC(C)C2=CC(=CC=C2)C=2SC=CN2)C=C(C=C1)N